O(P([O-])(=O)OP(=O)([O-])OP(=O)([O-])OP(=O)([O-])[O-])C(C)(O)OP(O)(=O)OP(=O)(O)OP(=O)(O)OP(=O)(O)O.[Na+].[Na+].[Na+].[Na+].[Na+] pentasodium 1-hydroxyethylidene bistetraphosphate